[SiH3][SiH]1C=CC=C1 silyl-(silol)